O1[C@H](COCC1)CN1N=C2C3=C(C[C@@H](C2=C1)C)OC(=C3C(F)(F)F)C(=O)NCC3=NN(C=C3)C (4S)-2-{[(2S)-1,4-Dioxan-2-yl]methyl}-4-methyl-N-[(1-methyl-1H-pyrazol-3-yl)methyl]-8-(trifluoromethyl)-4,5-dihydro-2H-furo[2,3-g]indazol-7-carboxamid